BrC1=CC=C(C=C1)C1(N(C(CC1)=O)C(=O)OC(C)(C)C)C tert-Butyl 2-(4-bromophenyl)-2-methyl-5-oxopyrrolidine-1-carboxylate